N-(5-(7-fluorobenzo[d]oxazol-5-yl)-1-isobutyl-1H-pyrazolo[3,4-b]pyridin-3-yl)pivalamide FC1=CC(=CC=2N=COC21)C=2C=C1C(=NC2)N(N=C1NC(C(C)(C)C)=O)CC(C)C